(2S)-N-{[4-(3,4-difluorobenzyl)morpholin-2-yl]methyl}(6-oxo-1,6-dihydropyridazin-3-ylthio)acetamide FC=1C=C(CN2C[C@@H](OCC2)CNC(CSC2=NNC(C=C2)=O)=O)C=CC1F